4,13-dichloro-8-ethyl-10-[2-fluoro-4-({2-[(oxan-4-yl)amino]ethyl}amino)phenyl]-6,8,10-triazatricyclo[9.4.0.02,7]pentadeca-1(11),2(7),3,5,12,14-hexaen-9-one ClC1=CC=2C=3C=CC(=CC3N(C(N(C2N=C1)CC)=O)C1=C(C=C(C=C1)NCCNC1CCOCC1)F)Cl